(6S)-5-azaspiro-[2.4]Heptane-6-carboxylic acid C1CC12CN[C@@H](C2)C(=O)O